4-(4-(2-(4-acetylpiperazin-1-yl)-2-oxoethyl)phenyl)-1H-pyrrolo[2,3-b]pyridin C(C)(=O)N1CCN(CC1)C(CC1=CC=C(C=C1)C1=C2C(=NC=C1)NC=C2)=O